FC1=CC(=CC2=C1C(CCO2)CCC(=O)[O-])F 5,7-difluoro-3,4-dihydro-2H-1-benzopyran-4-propionate